C1(CC1)C(=O)OCCC1=C(C=CC(=C1)Cl)COC1=NC(=CC=C1)Cl 2-[5-chloro-2-[(6-chloro-2-pyridinyl)oxymethyl]phenyl]ethanol cyclopropanecarboxylate